FC(C1=NC=CC=C1C1=NC(=NO1)[C@@H]1CC12CCN(CC2)S(=O)(=O)N)(F)F (1R)-1-{5-[2-(trifluoromethyl)pyridin-3-yl]-1,2,4-oxadiazol-3-yl}-6-azaspiro[2.5]octane-6-sulfonamide